CC(CCCCCC)CCCCCCCCCCCCCCC 7-Methyldocosane